N-[7-(1-methyl-1H-pyrazol-4-yl)-1H-pyrrolo[3,2-b]pyridine-3-yl]-5-phenoxy-1H-benzo[d]imidazole-2-amine formate C(=O)O.CN1N=CC(=C1)C1=C2C(=NC=C1)C(=CN2)NC2=NC1=C(N2)C=CC(=C1)OC1=CC=CC=C1